FC(C=1C=C(C=CC1)C(C)=NO)(F)F 3'-(Trifluoromethyl)acetophenone oxime